CC1=NOC=C1C1=C2CCN(C2=CC=C1)C(=O)[C@H]1N(CCC1)C#N (S)-2-(4-(3-methylisoxazol-4-yl)indoline-1-carbonyl)pyrrolidine-1-carbonitrile